2,5-diacetyl-thiophene C(C)(=O)C=1SC(=CC1)C(C)=O